Cl\C(\C(=O)OCC)=N/NCC(C)(C)O (Z)-Ethyl 2-chloro-2-(2-(2-hydroxy-2-methylpropyl)hydrazono)acetate